C(C)OC1=NC=CC=C1C=1C=C(C=2N(N1)C(=NC2C(C)C)C)NCC2=NNC(=C2)C 2-(2-ethoxy-3-pyridyl)-5-isopropyl-7-methyl-N-[(5-methyl-1H-pyrazol-3-yl)methyl]imidazo[1,5-b]pyridazin-4-amine